NC1=C(N=CC(=N1)N1CCC2(CC1)[C@@H](C1=CC(=CC=C1C2)C(F)(F)F)N)SC2=C(C(=NC=C2)N)Cl (S)-1'-(6-amino-5-((2-amino-3-chloropyridin-4-yl)thio)pyrazin-2-yl)-6-(trifluoromethyl)-1,3-dihydrospiro[indene-2,4'-piperidin]-1-amine